6-bromo-2-cyclobutyl-1-[2-(trifluoromethoxy)ethyl]benzimidazole BrC=1C=CC2=C(N(C(=N2)C2CCC2)CCOC(F)(F)F)C1